2-(5-(2-(7,8-dimethyl-[1,2,4]triazolo[1,5-a]pyridin-6-yl)-3-isopropyl-1H-indol-5-yl)hexahydrocyclopenta[c]pyrrol-2(1H)-yl)acetamide CC1=C(C=2N(C=C1C=1NC3=CC=C(C=C3C1C(C)C)C1CC3C(CN(C3)CC(=O)N)C1)N=CN2)C